4,5,6,7-tetrahydro-2-benzothiophen-5-amine hydrochloride Cl.C=1SC=C2C1CCC(C2)N